C(CCC)NC=1N=CC2=C(N(C(C=3C=C(C=CC23)CN2CCN(CC2)C)=O)[C@@H]2CC[C@H](CC2)O)N1 trans-3-(Butylamino)-5-(4-hydroxycyclohexyl)-8-((4-methylpiperazin-1-yl)methyl)pyrimido[4,5-c]isoquinolin-6(5H)-one